7-bromo-2-(chloromethyl)-6-fluoroquinazolin-4(3H)-one BrC1=C(C=C2C(NC(=NC2=C1)CCl)=O)F